2-FLUORO-5-ISOPROPOXYPHENYLBORONIC ACID FC1=C(C=C(C=C1)OC(C)C)B(O)O